FC1(CN(CCC1C1=CC=C(C=C1)N1C(N(C(CC1)=O)CC1=CC=C(C=C1)OC)=O)C(=O)OC(C)(C)C)F tert-butyl 3,3-difluoro-4-(4-(3-(4-methoxybenzyl)-2,4-dioxotetrahydropyrimidin-1(2H)-yl)phenyl)piperidine-1-carboxylate